2-((3R,4S)-4-Hydroxy-3-((S)-5H-imidazo[5,1-a]isoindol-5-yl)piperidin-1-yl)acetonitril O[C@@H]1[C@H](CN(CC1)CC#N)[C@@H]1N2C(C3=CC=CC=C13)=CN=C2